C(C)[C@@H]1N(C[C@H](N(C1)C(C)C1=CC=C(C=C1)C(F)(F)F)CC)C=1C2=C(N(C(N1)=O)C)C=CC(=N2)OCC 4-((2S,5R)-2,5-diethyl-4-(1-(4-(trifluoromethyl)phenyl)ethyl)piperazin-1-yl)-6-ethoxy-1-methylpyrido[3,2-d]pyrimidin-2(1H)-one